FC1(CN(CCC1(C(=O)N1CCOC2=C(C1)C=NC=C2C#N)C)C2=NC=CC=N2)F 4-[3,3-difluoro-4-methyl-1-pyrimidin-2-yl-piperidine-4-carbonyl]-3,5-dihydro-2H-pyrido[3,4-f][1,4]oxazepine-9-carbonitrile